BrC1=CC=CC=2OC3=C(C21)C=CC=C3 1-bromodibenzofurane